(Z)-3-(1-(4-amino-2-fluoro-but-2-en-1-yl)-2-methyl-1H-benzo[d]imidazol-4-yl)-N-methylbenzenesulfonamide NC\C=C(\CN1C(=NC2=C1C=CC=C2C=2C=C(C=CC2)S(=O)(=O)NC)C)/F